ClC=1C(=CC(=NC1)OC)C1=CC(=NN1C1OCCCC1)C(=O)N1CCC(CC1)C(=O)NC1CCC(CC1)C(F)(F)F 1-[5-(5-chloro-2-methoxypyridin-4-yl)-1-(oxan-2-yl)pyrazole-3-carbonyl]-N-[4-(trifluoromethyl)cyclohexyl]piperidine-4-carboxamide